5-benzyl 2-(tert-butyl) (3aS,4S,5S,6aR)-5-azido-1-oxo-4-(3-(4,4,5,5-tetramethyl-1,3,2-dioxaborolan-2-yl)propyl)hexahydrocyclopenta[c]pyrrole-2,5(1H)-dicarboxylate N(=[N+]=[N-])[C@@]1([C@H]([C@H]2[C@H](C(N(C2)C(=O)OC(C)(C)C)=O)C1)CCCB1OC(C(O1)(C)C)(C)C)C(=O)OCC1=CC=CC=C1